NC1(CCN(CC1)C1=NC(=C2C(=N1)NN=C2C2=C(C(=CC=C2)Cl)Cl)C#N)C2=CC=C(C=C2)OC 6-(4-amino-4-(4-methoxyphenyl)piperidin-1-yl)-3-(2,3-dichlorophenyl)-1H-pyrazolo[3,4-d]pyrimidine-4-carbonitrile